CC=1N=C2N(N=CC=C2CC(=O)N)C1 2-(2-methylimidazo[1,2-b]pyridazin-8-yl)acetamide